imidazo[1,2-a]pyrimidin-2-amine N=1C(=CN2C1N=CC=C2)N